Cl.NCCNC(OCC1=CC=CC=C1)=O benzyl (2-amino-ethyl)-carbamate hydrochloride